C(C)(=O)OC1CN(CCC1)C([C@H](C)O)=O 1-[(2s)-2-hydroxypropanoyl]piperidin-3-yl acetate